C(C)(C)(C)OC(NC1=C(C2=C(S1)C=CC(=C2C2=C(C=C1C(=NC(=NC1=C2F)SC)O)C(F)(F)F)F)C#N)=O (3-Cyano-5-fluoro-4-(8-fluoro-4-hydroxy-2-(methylsulfanyl)-6-(trifluoromethyl)quinazolin-7-yl)benzo[b]thiophen-2-yl)carbamic acid tert-butyl ester